C(C1=CC=CC=C1)OC1=C2C[C@H]([C@@H](OC2=CC(=C1)OCC1=CC=CC=C1)C1=CC(=C(C(=C1)OCC1=CC=CC=C1)OCC1=CC=CC=C1)OCC1=CC=CC=C1)OC(C1=C(C(=C(C(=C1)OCC1=CC=CC=C1)OCC1=CC=CC=C1)OC)F)=O (2S,3R)-5,7-bis(benzyloxy)-2-(3,4,5-tris(benzyloxy)phenyl)chroman-3-yl-4,5-bis(benzyloxy)-2-fluoro-3-methoxybenzoate